strontium sodium silver antimonate lead [Pb+2].[Sb]([O-])([O-])([O-])=O.[Ag+].[Na+].[Sr+2].[Sb]([O-])([O-])([O-])=O